N-phenylethyl-biguanide C1(=CC=CC=C1)CCNC(=N)NC(=N)N